FC(CN1N=C(C(=C1)C=C)[N+](=O)[O-])F 1-(2,2-difluoroethyl)-3-nitro-4-vinyl-pyrazole